C(C=C)(=O)OCC(CC(C(C(C(C(C(C(C(C(C(F)(F)F)(F)F)(F)F)(F)F)(F)F)(F)F)(F)F)(F)F)(F)F)(F)F)O acryloyloxy-2-hydroxy-4,4,5,5,6,6,7,7,8,8,9,9,10,10,11,11,12,12,13,13,13-heneicosafluorotridecane